EUGENYL ACETATE ((2-methoxy-4-prop-2-enylphenyl) acetate) COC1=C(C=CC(=C1)CC=C)CC(=O)O.C(C)(=O)OC1=C(OC)C=C(CC=C)C=C1